C1(CC1)CNC(=O)N1CCN(C2=CC(=CC=C12)F)C1=CC=C(C=C1)F N-(Cyclopropylmethyl)-6-fluoro-4-(4-fluorophenyl)-3,4-dihydroquinoxaline-1(2H)-carboxamide